C(C)(=O)[C@H]1CC[C@H]2[C@@H]3CC[C@H]4C[C@@H](CC[C@@]4([C@H]3CC[C@]12C)C)OC(N(C)CCO)=O [(3R,5S,8R,9S,10S,13S,14S,17S)-17-acetyl-10,13-dimethyl-2,3,4,5,6,7,8,9,11,12,14,15,16,17-tetradecahydro-1H-cyclopenta[a]phenanthren-3-yl]N-(2-hydroxyethyl)-N-methyl-carbamate